BrCC(=O)C=1C=C(C(=NC1)C#N)C 5-(2-bromoacetyl)-3-methylpyridinenitrile